NCC(=O)N[C@@H](C)C(=O)O glycyl-alanine